FC1(CCC1)C(=O)N 1-fluorocyclobutane-1-carboxamide